O=C1NC(CCC1N1C(N(C2=C1C=CC=C2CC2CCN(CC2)C(=O)OC(C)(C)C)C)=O)=O 1-Tert-butyl 4-[[1-(2,6-dioxo-3-piperidyl)-3-methyl-2-oxo-benzimidazol-4-yl]methyl]piperidine-1-carboxylate